2-Methyl-4,6-bis((octylthio)methyl)phenol CC1=C(C(=CC(=C1)CSCCCCCCCC)CSCCCCCCCC)O